(2,4,6-trimethyl-benzoyl)phenyl-phenyl-phosphoryl chloride CC1=C(C(=O)C2=C(C=CC=C2)P(=O)(C2=CC=CC=C2)Cl)C(=CC(=C1)C)C